3-chloro-6-hydrazinopyridazine ClC=1N=NC(=CC1)NN